N-(5-(((3R,4R)-3-methoxypiperidin-4-yl)oxy)-7-(1-methyl-1H-pyrazol-4-yl)quinazolin-4-yl)benzo[d]thiazol-6-amine CO[C@@H]1CNCC[C@H]1OC1=C2C(=NC=NC2=CC(=C1)C=1C=NN(C1)C)NC1=CC2=C(N=CS2)C=C1